C(C)(C)(C)OC(CNC(=O)C=1C=C(C(=O)OC)C=CC1)=O methyl 3-{[2-(tert-butoxy)-2-oxoethyl]carbamoyl}benzoate